CC=1OC2=C(C1)C(=CC=C2C(=O)N)N2CCN(CC2)C 2-methyl-4-(4-methylpiperazin-1-yl)-1-benzofuran-7-carboxamide